N-[(2R)-1-Hydroxypropan-2-yl]-6-(3-methylazetidin-1-yl)-5-[4-(trifluoromethyl)phenoxy]pyridine-2-carboxamide OC[C@@H](C)NC(=O)C1=NC(=C(C=C1)OC1=CC=C(C=C1)C(F)(F)F)N1CC(C1)C